FC1=CC=C(C=C1)C=1C=C2C=NN(C2=C(C1)C(=O)NCC1=CC=C(C(=O)O)C=C1)CC1=CC(=CC=C1)C(F)(F)F 4-((5-(4-fluorophenyl)-1-(3-(trifluoromethyl)benzyl)-1H-indazole-7-carboxamido)methyl)benzoic acid